7-Bromo-5-chloro-1-methylbenzotriazole-4-carboxylic acid BrC1=CC(=C(C2=C1N(N=N2)C)C(=O)O)Cl